(R)-N-((R)-1-(Benzo[d][1,3]dioxol-4-yl)ethyl)-4-(3-fluoropyridin-4-yl)-2-methylpiperazine-1-carboxamide O1COC2=C1C=CC=C2[C@@H](C)NC(=O)N2[C@@H](CN(CC2)C2=C(C=NC=C2)F)C